C(CCCCCCCC=CCCCCCCCCCC)CC(=O)[O-].FC1=C(C(=C(C(=C1[B-](C1=C(C(=C(C(=C1F)F)F)F)F)(C1=C(C(=C(C(=C1F)F)F)F)F)C1=C(C(=C(C(=C1F)F)F)F)F)F)F)F)F.C[NH+](C1=CC=C(C=C1)CCCCCCCCCCCCCCCCCCC)CCCCCCCCCCCCCCCCCC.C[NH+](C1=CC=C(C=C1)CCCCCCCCCCCCCCCCCCC)CCCCCCCCCCCCCCCCCC N-methyl-4-nonadecyl-N-octadecyl-anilinium tetrakis(pentafluorophenyl)borate 9-eicosen-1-yl-acetate